C(C)=C1CCN(CC1)C(=O)OC(C)(C)C tert-butyl 4-ethylidenepiperidine-1-carboxylate